(E)-4-(1-(4-(1-isopropylpiperidin-4-yl)phenyl)-3-methyl-2-phenylbut-1-en-1-yl)phenol C(C)(C)N1CCC(CC1)C1=CC=C(C=C1)/C(=C(/C(C)C)\C1=CC=CC=C1)/C1=CC=C(C=C1)O